CN(C(C(CC)[Zn])=O)C (1-(Dimethylamino)-1-oxobutan-2-yl)zinc